3-amino-2-benzyl-2-methylpropan-1-ol NCC(CO)(C)CC1=CC=CC=C1